5-(dimethylamino)benzo[d]thiazole-2-carbaldehyde CN(C=1C=CC2=C(N=C(S2)C=O)C1)C